dimethyl-α-ketoglutarate COC(C(CCC(=O)OC)=O)=O